ClC1=C(C=CC(=C1)C=1OC(=NN1)C(F)F)CN1N=C(N=N1)C1=NC=C(C=N1)N 2-[2-[[2-chloro-4-[5-(difluoromethyl)-1,3,4-oxadiazol-2-yl]phenyl]methyl]tetrazol-5-yl]pyrimidin-5-amine